C(#N)CCN1CCOCC1 N-(2-Cyanoethyl)-Morpholine